C(C)N(CCCO)C 3-[ethyl-(methyl)amino]propan-1-ol